3-(1-Oxo-5-(8H-pyrazolo[5,1-a]isoindol-3-yl)isoindolin-2-yl)piperidine-2,6-dione O=C1N(CC2=CC(=CC=C12)C=1C=NN2C1C=1C=CC=CC1C2)C2C(NC(CC2)=O)=O